ClC1=CC(=CC(=N1)OC(CCCCOC1=C(C=CC(=C1)F)C1=CC(=NC=C1F)N)C)CSC 4-[2-[5-[[6-chloro-4-(methylsulfanylmethyl)-2-pyridyl]oxy]hexoxy]-4-fluoro-phenyl]-5-fluoro-pyridin-2-amine